1-chloro-4-(4-(trifluoromethyl)phenyl)phthalazine ClC1=NN=C(C2=CC=CC=C12)C1=CC=C(C=C1)C(F)(F)F